COC(=O)[C@@H]1[C@@H]2CN([C@H](C1)C2)C2=C(C=C(C=C2)C=2C(=NC(=CC2)OCC2=CC=CC=C2)OCC2=CC=CC=C2)F (1s,4r,5s)-2-(4-(2,6-bis(benzyloxy)pyridin-3-yl)-2-fluorophenyl)-2-azabicyclo[2.2.1]heptane-5-carboxylic acid methyl ester